tert-butyl 3-(7-bromo-8-fluoro-2-(((2S,4R)-4-fluoro-1-methylpyrrolidin-2-yl)methoxy)-6-(trifluoromethyl)quinazolin-4-yl)-3,8-diazabicyclo[3.2.1]octane-8-carboxylate BrC1=C(C=C2C(=NC(=NC2=C1F)OC[C@H]1N(C[C@@H](C1)F)C)N1CC2CCC(C1)N2C(=O)OC(C)(C)C)C(F)(F)F